2,4,5-trimethoxyiodobenzene COC1=C(C=C(C(=C1)OC)OC)I